methyl (R)-4-(1-(piperidine-2-carboxamido)cyclopropyl)benzoate N1[C@H](CCCC1)C(=O)NC1(CC1)C1=CC=C(C(=O)OC)C=C1